(R)-(7-methyl-1,4-oxazepan-4-yl)(5-(2,4,5-trifluoro-3-hydroxyphenyl)-1,2,4-oxadiazol-3-yl)methanone C[C@@H]1CCN(CCO1)C(=O)C1=NOC(=N1)C1=C(C(=C(C(=C1)F)F)O)F